N-(2-(5-bromo-3-methyl-1-octanoyl-indolin-3-yl)ethyl)-N-methylacetamide BrC=1C=C2C(CN(C2=CC1)C(CCCCCCC)=O)(C)CCN(C(C)=O)C